2-aminoethylethane-1,2-diamine NCCC(CN)N